COC(C1=NC(=CC(=C1)NC(=O)C=1C=NN(C1C(F)(F)F)C1=CN=CC2=CC=CC=C12)Cl)=O Methyl-6-chloro-4-(1-(isochinolin-4-yl)-5-(trifluoromethyl)-1H-pyrazol-4-carboxamido)picolinat